2-(3-((6,7-dihydro-5H-pyrrolo[1,2-a]imidazol-3-yl)methoxy)pyridin-4-yl)-3-((3-fluoro-2-methoxyphenyl)amino)-1,5,6,7-tetrahydro-4H-pyrrolo[3,2-c]pyridin-4-one N1=C2N(C(=C1)COC=1C=NC=CC1C1=C(C=3C(NCCC3N1)=O)NC1=C(C(=CC=C1)F)OC)CCC2